OCCCN(C(OC(C)(C)C)=O)CC1=CC(=NN1)SC tert-butyl N-(3-hydroxypropyl)-N-[(3-methylsulfanyl-1H-pyrazol-5-yl)methyl]carbamate